zinc(II) isononanoate C(CCCCCC(C)C)(=O)[O-].[Zn+2].C(CCCCCC(C)C)(=O)[O-]